1-(2,3-bis(3-fluorophenyl)quinolin-6-yl)-3-(2-hydroxybutyl)urea FC=1C=C(C=CC1)C1=NC2=CC=C(C=C2C=C1C1=CC(=CC=C1)F)NC(=O)NCC(CC)O